3-fluoro-4-(4-(pyridin-3-yl)phenoxy)aniline FC=1C=C(N)C=CC1OC1=CC=C(C=C1)C=1C=NC=CC1